FC=1C=C(C=C(C1)OC)[C@@H](CO)NC([C@@H](C)N1C(C2=CC(=CC=C2C1)C1=NC(=NC=C1)NC1CCOCC1)=O)=O (2R)-N-[(1S)-1-(3-fluoro-5-methoxyphenyl)-2-hydroxyethyl]-2-(6-{2-[(oxan-4-yl)amino]pyrimidin-4-yl}-1-oxo-2,3-dihydro-1H-isoindol-2-yl)propanamide